C(#N)C1=CC(=C(COC2=C(C=CC(=N2)C2CCN(CC2)CC=2N(C3=C(N2)SC(=C3)C(=O)O)C[C@H]3OCC3)F)C=C1)F (S)-2-((4-(6-((4-cyano-2-fluorobenzyl)oxy)-5-fluoropyridin-2-yl)piperidin-1-yl)Methyl)-1-(oxetan-2-ylmethyl)-1H-thieno[2,3-d]imidazole-5-carboxylic acid